N1=CC=C2N1CCCCC2N 5,6,7,8-tetrahydro-4H-pyrazolo[1,5-a]azepin-4-amine